OC12C(C(=C(N1C1=CC=CC=C1)C=C1C=CC(C=C3C=CC(=CC=4C=CC(=C2C2=CC=CC=C2)N4)N3)=N1)C1=CC=CC=C1)C1=CC=CC=C1 4-hydroxy-tetraphenyl-porphyrin